[K+].FC1(C[C@@H](N(C1)C(=O)C=1N=C(SC1C=1C=NC(=CC1C(F)F)N[C@H](C(F)(F)F)C)C(=O)[O-])C)F 4-((S)-4,4-difluoro-2-methylpyrrolidine-1-carbonyl)-5-(4-(difluoromethyl)-6-(((S)-1,1,1-Trifluoropropan-2-yl)amino)pyridin-3-yl)thiazole-2-carboxylic acid potassium salt